4,4'-[(2-hydroxyphenyl)methylene]bis(2-cyclohexyl-5-methylphenol) OC1=C(C=CC=C1)C(C1=CC(=C(C=C1C)O)C1CCCCC1)C1=CC(=C(C=C1C)O)C1CCCCC1